C(C1=CC=CC=C1)N(C=CC=C(C)O)CC1=NC=CC(=C1)C 5-(benzyl-((4-methylpyridin-2-yl)methyl)amino)-2-hydroxypentan-2,4-diene